C1(CC1)C1=NC=C(C(=N1)NCC(C(F)(F)F)(O)C1=C(C=CC=C1)F)C#N 2-cyclopropyl-4-((3,3,3-trifluoro-2-(2-fluorophenyl)-2-hydroxypropyl)amino)pyrimidine-5-carbonitrile